(R)-N-[(1R)-1-[3-(2,2-dideuterio-1,1-difluoro-2-hydroxy-ethyl)-2-fluoro-phenyl]ethyl]-2-methyl-propane-2-sulfinamide [2H]C(C(F)(F)C=1C(=C(C=CC1)[C@@H](C)N[S@](=O)C(C)(C)C)F)(O)[2H]